tert-butyl-(3-indazol-1-ylcyclobutoxy)-dimethyl-silane C(C)(C)(C)[Si](C)(C)OC1CC(C1)N1N=CC2=CC=CC=C12